C(C1=CC=CC=C1)(=O)SC=1C=NN(C1)C1OCCCC1 S-(1-(tetrahydro-2H-pyran-2-yl)-1H-pyrazol-4-yl) thiobenzoate